Benzyl ((3-(3-(2,3-dichlorophenyl)-1-(tetrahydro-2H-pyran-2-yl)-1H-pyrazolo[3,4-b]pyrazin-6-yl)-7-(pyridin-2-yl)-3-azabicyclo[4.1.0]heptan-7-yl)methyl)carbamate ClC1=C(C=CC=C1Cl)C1=NN(C2=NC(=CN=C21)N2CC1C(C1CC2)(C2=NC=CC=C2)CNC(OCC2=CC=CC=C2)=O)C2OCCCC2